butylparaben (butyl para-hydroxybenzoate) C(CCC)C1=C(C(=O)O)C=CC(=C1)O.C(CCC)OC(=O)C1=CC=C(O)C=C1